[N-](S(=O)(=O)C(F)(F)F)S(=O)(=O)C(F)(F)F.C(CCCCCCC)N1CC=C(C=C1)C N-octyl-4-methylpyridine bis(trifluoromethanesulfonyl)imide salt